N2-(4-methoxybenzyl)-N4-(3-(methylsulfonyl)phenyl)-5-(tetrahydrofuran-2-yl)pyridine-2,4-diamine COC1=CC=C(CNC2=NC=C(C(=C2)NC2=CC(=CC=C2)S(=O)(=O)C)C2OCCC2)C=C1